O=C1NC(CCC1N1C(C2=CC=C(C=C2C1=O)OCCNC(OC(C)(C)C)=O)=O)=O tert-butyl (2-((2-(2,6-dioxopiperidin-3-yl)-1,3-dioxoisoindolin-5-yl)oxy) ethyl)carbamate